methyl (2S,11S)-12-oxo-11-(2,2,2-trifluoroacetamido)-1-azatricyclo[6.4.1.0^[4,13]]trideca-4(13),5,7-triene-2-carboxylate O=C1[C@H](CCC2=CC=CC=3C[C@H](N1C32)C(=O)OC)NC(C(F)(F)F)=O